1-chloro-4-(2-methoxy-4-methylphenyl)pyrido[3,4-d]pyridazine ClC1=C2C(=C(N=N1)C1=C(C=C(C=C1)C)OC)C=NC=C2